BrC=1C=C(C2=C(OC3=C2C=CC=C3)C1)SC1=CC=CC=C1 3-bromo-1-(phenylsulfanyl)dibenzo[b,d]furan